CN1CCC(=CC1)C=1C=C2C(=NC1)NC=C2C2=CC=1N(C=C2)N=CC1C(=O)NC=1C=NC=CC1 5-(5-(1-methyl-1,2,3,6-tetrahydropyridin-4-yl)-1H-pyrrolo[2,3-b]pyridin-3-yl)-N-(pyridin-3-yl)pyrazolo[1,5-a]pyridine-3-carboxamide